N1(C=NC=C1)C=1N=C(C2=C(N1)C=CN2)C(=O)NC=2C=C1CCN(CC1=CC2)CCOC 2-(1H-imidazol-1-yl)-N-(2-(2-methoxyethyl)-1,2,3,4-tetrahydroisoquinolin-6-yl)-5H-pyrrolo[3,2-d]pyrimidine-4-carboxamide